N2-(1,3-benzodioxol-5-ylmethyl)-N2-{[4-(cyclopentyl-sulfamoyl)phenyl]sulfonyl}-N-phenylglycinamide O1COC2=C1C=CC(=C2)CN(CC(=O)NC2=CC=CC=C2)S(=O)(=O)C2=CC=C(C=C2)S(NC2CCCC2)(=O)=O